(CIS)-8-(dimethylamino)-8-(3-fluoro-5-methylphenyl)-1,3-diazaspiro[4.5]decan-2-one CN(C1(CCC2(CNC(N2)=O)CC1)C1=CC(=CC(=C1)C)F)C